5-t-butyl-3-(5-chloro-2H-benzotriazol-2-yl)-4-hydroxybenzenepropanoic acid octyl ester C(CCCCCCC)OC(CCC1=CC(=C(C(=C1)C(C)(C)C)O)N1N=C2C(=N1)C=CC(=C2)Cl)=O